C(C)(C)C1=CC(=NN1)NC1=CN=C2C(=N1)N(N=C2)CC2COCC2 N-(5-Isopropyl-1H-pyrazol-3-yl)-1-((tetrahydrofuran-3-yl)methyl)-1H-pyrazolo[3,4-b]pyrazin-6-amine